BrC=1C=C(CNC2=NC(=C3N(C2=O)[C@@H](CC3)C(=O)OCC3=CC=CC=C3)Cl)C=C(C1)O benzyl (S)-3-((3-bromo-5-hydroxybenzyl)amino)-1-chloro-4-oxo-4,6,7,8-tetrahydropyrrolo[1,2-a]pyrazine-6-carboxylate